N[C@H]1C[C@H](N(C1)C1=C(C=CC(=C1)C=1C=NC=CC1C#N)C=1C(=NC(=NC1)C1=C(C=CC=C1OC)F)C(=O)N)CO (2-((2S,4S)-4-amino-2-(hydroxymethyl)pyrrolidin-1-yl)-4-(4-cyanopyridin-3-yl)phenyl)-2-(2-fluoro-6-methoxyphenyl)pyrimidine-4-carboxamide